NC1=CC=C(C=C1)/C=C/C(=O)C1=C(C=CC(=C1)OC)OC (2E)-3-(4-aminophenyl)-1-(2,5-dimethoxyphenyl)prop-2-en-1-one